N-(cyclohexylmethyl)-7-fluoro-8-hydroxy-4-oxo-4H-chromene-2-carboxamide C1(CCCCC1)CNC(=O)C=1OC2=C(C(=CC=C2C(C1)=O)F)O